N-[5-(1H-benzimidazol-2-yl)-1-methyl-pyrazol-3-yl]-6-(4-morpholino-1-piperidyl)pyridine-3-carboxamide N1C(=NC2=C1C=CC=C2)C2=CC(=NN2C)NC(=O)C=2C=NC(=CC2)N2CCC(CC2)N2CCOCC2